3-(5-Bromo-tetrazol-2-yl)-N,N-dimethylpyrazin-2-amine BrC=1N=NN(N1)C=1C(=NC=CN1)N(C)C